tert-butyl (R)-3-(1-(3-methoxyphenyl)imidazo[1,5-a]pyridin-3-yl)piperidine-1-carboxylate COC=1C=C(C=CC1)C=1N=C(N2C1C=CC=C2)[C@H]2CN(CCC2)C(=O)OC(C)(C)C